(2-[2,6-dimethoxy-4-(2-methyloctan-2-yl)phenyl]-7,7-dimethyl-4-bicyclo[3.1.1]hept-3-enyl) pivalate C(C(C)(C)C)(=O)OC1=CC(C2CC1C2(C)C)C2=C(C=C(C=C2OC)C(C)(CCCCCC)C)OC